FC=1C=C2C(=CC=NC2=CC1)[C@H]1CC[C@H](CC1)C[C@@H](C)NC1=NC2=CC(=CC=C2C=N1)C#N (((R)-1-((cis)-4-(6-fluoroquinolin-4-yl)cyclohexyl)propan-2-yl)amino)quinazoline-7-carbonitrile